C([C@H]([C@@H]1[C@H]([C@@H]([C@@H]([C@H](O1)O)O)O)O)O)O The molecule is the D-glycero-diastereomer of alpha-D-manno-heptopyranose; a key structural component of the outer cell membrane in Gram-negative bacteria, found in the conserved core oligosaccharide region.